4-fluoro-1-nitro-2-(trifluoromethyl)benzene FC1=CC(=C(C=C1)[N+](=O)[O-])C(F)(F)F